4-methyl-5-(2-(trifluoromethyl)phenyl)-1H-pyrrole-3-carboxamide CC=1C(=CNC1C1=C(C=CC=C1)C(F)(F)F)C(=O)N